Cl\C(=C/[C@@H]1C([C@@H]1C(=O)OCC1=C(C(=C(C(=C1C)F)COC)F)C)(C)C)\C(F)(F)F 3,5-difluoro-2,6-dimethyl-4-methoxymethylbenzyl (1RS)-cis-3-[(Z)-2-chloro-3,3,3-trifluoro-1-propenyl]-2,2-dimethylcyclopropanecarboxylate